2-(3-(3-(1-(2-chloro-4-fluorophenyl)cyclopropyl)-1,2,4-oxadiazol-5-yl)-5-(difluoromethyl)-1H-pyrazol-1-yl)-N-methylacetamide ClC1=C(C=CC(=C1)F)C1(CC1)C1=NOC(=N1)C1=NN(C(=C1)C(F)F)CC(=O)NC